C1(=CC=CC=C1)C1=NSC(=C1)NS(=O)(=O)C=1C=C(C=CC1)CCCCCCC(=O)O 7-(3-(N-(3-phenylisothiazol-5-yl)sulfamoyl)phenyl)heptanoic acid